(2S)-2-[4-bromo-2-(1,1-difluoropropyl)phenoxy]-4-methoxybutanoic acid BrC1=CC(=C(O[C@H](C(=O)O)CCOC)C=C1)C(CC)(F)F